3,5,5-trimethyl-hexyl n-octyl ether C(CCCCCCC)OCCC(CC(C)(C)C)C